C(C1=CC=CC=C1)OC1=C(C(=C2C=CC(=CC2=C1)NC(CN1CCC(CC1)C1=CC(=C(C=C1)NC1C(NC(CC1)=O)=O)OC1=CC=CC=C1)=O)F)N1S(NC(C1)=O)(=O)=O N-[7-benzyloxy-5-fluoro-6-(1,1,4-trioxo-1,2,5-thiadiazolidin-2-yl)-2-naphthyl]-2-[4-[4-[(2,6-dioxo-3-piperidyl)amino]-3-phenoxy-phenyl]-1-piperidyl]acetamide